Cl.ClC[C@@H](CC1=C(C=C(C=C1)C)C)N |r| (2RS)-1-chloro-3-(2,4-dimethylphenyl)propan-2-amine hydrochloride